C(CC=C)OC1=NC(=NN2C1=NC=C2)C=2C=C(C=NC2OC)CNCC N-((5-(4-(but-3-en-1-yloxy)imidazo[2,1-f][1,2,4]triazin-2-yl)-6-methoxypyridin-3-yl)methyl)ethanamine